ClC1=CC(=CC2=C1N=C(S2)C=2C=C(C=C1C(N(C=NC21)C(C)C)=O)C)OC 8-(4-chloro-6-methoxybenzo[d]thiazol-2-yl)-3-isopropyl-6-methyl-quinazolin-4(3H)-one